BrC1=CN=C(S1)CC(C)(O)C 1-(5-bromo-1,3-thiazol-2-yl)-2-methylpropan-2-ol